CC1(C(NC2=CC(=C(C=C2C1NC1=CC=CC=C1)C)C)=O)C 3,3,6,7-Tetramethyl-4-(phenylamino)-3,4-dihydroquinolin-2(1H)-one